pyrazol-3-ol N1N=C(C=C1)O